(E)-fluorenylmethoxycarbonyl-N'-tert-butoxycarbonyl-L-histidine-4-oxo-4-phenyl-2-buten-2-yl ester O=C(C=C(C)OC([C@@H](NC(=O)OCC1=CC=CC=2C3=CC=CC=C3CC12)CC1=CN(C=N1)C(=O)OC(C)(C)C)=O)C1=CC=CC=C1